2-(8-chloro-2-(3-(2-hydroxyphenyl)acryloyl)-2,3-dihydro-1H-pyrrolo[3,2,1-ij]quinazolin-7-carboxamido)-3-(3-(methylsulfonyl)phenyl)propanoic acid ClC1=CC=2CN(CN3C2C(=C1C(=O)NC(C(=O)O)CC1=CC(=CC=C1)S(=O)(=O)C)C=C3)C(C=CC3=C(C=CC=C3)O)=O